5-(5-(1-(dimethylglycyl)piperidin-4-yl)-3-isopropyl-1H-indol-2-yl)-1,3,6-trimethylpyridin-2(1H)-one CN(CC(=O)N1CCC(CC1)C=1C=C2C(=C(NC2=CC1)C=1C=C(C(N(C1C)C)=O)C)C(C)C)C